COC=1C=C2C=CC(=NC2=CC1)C 6-methoxy-2-methylquinolin